BrC1=CC(=NC(=C1)C)C(=O)N[C@@H](C1=CC(=C(C=C1)C)F)C1=C(C=CC(=C1)F)O (S)-4-bromo-N-((5-fluoro-2-hydroxyphenyl)(3-fluoro-4-methylphenyl)methyl)-6-methylpicolinamide